BrC=1C=NC(=NC1)N[C@H]1CN(CC1)C(=O)C1=CC(=C(C=C1)NC(C=C)=O)OCCN(C)C (R)-N-(4-(3-((5-bromopyrimidin-2-yl)amino)pyrrolidine-1-carbonyl)-2-(2-(dimethylamino)ethoxy)phenyl)acrylamide